C1(=CC=CC=C1)C1CCC(CC1)COC1CNCCC1NS(=O)(=O)C N-(3-(((1s,4s)-4-phenylcyclohexyl)methoxy)piperidin-4-yl)methanesulfonamide